3-chloro-1,1,1-trifluoroacetone ClCC(C(F)(F)F)=O